ClC1=CC(=C(C=C1Cl)O)CN1CCC2(OCCO2)CC1 4,5-dichloro-2-[1,4-dioxa-8-azaspiro[4.5]decan-8-ylmethyl]phenol